C(C)(C)(C)OC(=O)N[C@H]1[C@@H](CCCC1)N1C=C(C=C1)C(=O)O 1-((1R,2R)-2-((t-butoxycarbonyl)amino)cyclohexyl)-1H-pyrrole-3-carboxylic acid